C(#N)/C(=C\C1=CC2=CC=C(C=C2C=C1)N1CCCCC1)/S(=O)(=O)NCCOCCOCCOCCOCCOCCOC (E)-1-cyano-N-(2,5,8,11,14,17-hexaoxanonadecan-19-yl)-2-(6-(piperidin-1-yl)naphthalen-2-yl)ethenesulfonamide